5-amino-1,2,3,4-tetrahydronaphthalene NC1=C2CCCCC2=CC=C1